nickel-copper-nickel-copper [Cu].[Ni].[Cu].[Ni]